FC(OC1=C(C=C(C=C1)OC1=CC(=CC=C1)[C@@H]1CNCCO1)C1=NNC=C1NC(=O)C=1C=NN2C1N=CC=C2)F |r| N-[3-[2-(difluoromethoxy)-5-[3-[rac-(2R)-morpholin-2-yl]phenoxy]phenyl]-1H-pyrazol-4-yl]pyrazolo[1,5-a]pyrimidine-3-carboxamide